5H-4-oxa-3,10a,11,13,14-pentaaza-6,9-methanonaphtho[1,8-ab]heptalene-14-carboxylate C1=C2N=CN=C3C2=C(OCC2=C4C=CC(=CN32)N4C(=O)[O-])N=C1